diallyldimethylammonium bis(trifluoromethylsulfonyl)imide [N-](S(=O)(=O)C(F)(F)F)S(=O)(=O)C(F)(F)F.C(C=C)[N+](C)(C)CC=C